4-(pyrrolidine-1-ylmethyl)-N-(3-chloro-4-(pyridine-2-ylmethoxy)phenyl)benzamide N1(CCCC1)CC1=CC=C(C(=O)NC2=CC(=C(C=C2)OCC2=NC=CC=C2)Cl)C=C1